(4-(2-methoxyethyl)phenoxy)-3-((3-phenylpropyl)amino)propan-2-ol COCCC1=CC=C(OCC(CNCCCC2=CC=CC=C2)O)C=C1